C1(CC1)N(C(=O)C=1C=CC2=C(OCC(N2)=O)C1)CC1=CC(=C(C(=O)O)C=C1)OC 4-((N-cyclopropyl-3-oxo-3,4-dihydro-2H-benzo[b][1,4]oxazine-7-carboxamido)methyl)-2-methoxybenzoic acid